6-acetyl-3-(prop-2-ynyl)-1,2,3,4-tetrahydroquinazoline-2,4-dione C(C)(=O)C=1C=C2C(N(C(NC2=CC1)=O)CC#C)=O